(1-(4-(methylsulfonyl)piperazin-1-yl)cyclopropyl)methyl methanesulfonate CS(=O)(=O)OCC1(CC1)N1CCN(CC1)S(=O)(=O)C